6'-[(6-aminopyrimidin-4-yl)amino]-8-hydroxy-8'-methyl-2'H-8-azaspiro[bicyclo[3.2.1]octane-3,3'-imidazo[1,5-a]pyridine]-1',5'-dione NC1=CC(=NC=N1)NC1=CC(=C2N(C1=O)C1(NC2=O)CC2CCC(C1)N2O)C